BrC1=CC=2C(N(C(C=3C2C=2C(C(N(C(C12)=O)CCCN(C)C)=O)=CC3Br)=O)CCCN(C)C)=O 4,9-dibromo-2,7-bis(3-(dimethylamino)propyl)benzo[lmn][3,8]phenanthroline-1,3,6,8(2H,7H)-tetraone